FC=1C(=CC2=C(N=C(S2)C2=C(NN=C2C2=C(C=CC=C2)F)N)C1)OC 4-(5-Fluoro-6-methoxy-benzothiazol-2-yl)-5-(2-fluoro-phenyl)-2H-pyrazol-3-ylamine